(1R,3R,5S)-8-[5-(5-fluoro-2-methoxypyridin-4-yl)-1H-pyrazole-3-carbonyl]-N-[(1s,4s)-4-methoxy-4-(trifluoromethyl)cyclohexyl]-8-azabicyclo[3.2.1]octane-3-carboxamide FC=1C(=CC(=NC1)OC)C1=CC(=NN1)C(=O)N1[C@H]2CC(C[C@@H]1CC2)C(=O)NC2CCC(CC2)(C(F)(F)F)OC